(S)-1-(5-((4-fluorophenyl)thio)pyrazin-2-yl)-4'H,6'H-spiro[piperidine-4,5'-pyrrolo[1,2-b]pyrazol]-4'-amine FC1=CC=C(C=C1)SC=1N=CC(=NC1)N1CCC2([C@@H](C=3N(N=CC3)C2)N)CC1